COC(C(\C=C/C1=CC=CC=C1)(F)F)=O z-2,2-difluoro-4-phenylbut-3-enoic acid methyl ester